bis(3-hydroxypropyl)ether OCCCOCCCO